C(CC)(=S)O[C@@H](COC(CC)=S)[C@H](OC(CC)=S)COC(CC)=S erythritol tetrakisthiopropionate